2-((4-hydroxypyridin-3-yl)methyl)-6-(2-(2,2,2-trifluoroethoxy)pyrimidin-5-yl)pyridazin-3(2H)-one OC1=C(C=NC=C1)CN1N=C(C=CC1=O)C=1C=NC(=NC1)OCC(F)(F)F